BrC=1C=C(C=CC1)C1(C2=C(N=CN1)C=NC(=C2)NC)N 4-(3-bromophenyl)-N6-methyl-pyrido[3,4-d]pyrimidine-4,6-diamine